[Si](C)(C)(C(C)(C)C)OCCCNC(C(F)F)C1=CC(=C(C=C1)F)F 3-((tert-butyldimethylsilyl)oxy)-N-(1-(3,4-difluorophenyl)-2,2-difluoroethyl)propan-1-amine